1,5-dihydroxynaphthalenediglycidyl ether OC12C(C=CC3=C(C=CC=C13)O)C1C(COCC3C2O3)O1